NC1=NNC(=N1)C(C)C 3-amino-5-isopropyl-1,2,4-triazole